1-[2-[4-[6-[3-(6-methyl-2-pyridyl)-1H-pyrazol-4-yl]-1,5-naphthyridin-3-yl]pyrazol-1-yl]ethyl]pyrrolidin-2-one CC1=CC=CC(=N1)C1=NNC=C1C=1N=C2C=C(C=NC2=CC1)C=1C=NN(C1)CCN1C(CCC1)=O